5-[4-(6-fluoro-2-hydroxybenzoylamino)phenyl]-1H-naphtho[1,2-b][1,4]diazepine-2,4(3H,5H)-dione FC1=CC=CC(=C1C(=O)NC1=CC=C(C=C1)N1C2=C(NC(CC1=O)=O)C1=CC=CC=C1C=C2)O